CC=1N=C(SC1C)NC(=O)C=1C=C(C=CC1C)NCCCCCCC(=O)O 7-((3-((4,5-dimethylthiazol-2-yl)carbamoyl)-4-methylphenyl)amino)heptanoic acid